FCCCN1C[C@H](CC1)OC1=CC=C(C=C1)C1=C(CCCC2=C1C=CC(=C2)O)C2=CC1=C(N(C=N1)C)C=C2 5-[4-[(3S)-1-(3-fluoropropyl)pyrrolidin-3-yl]oxyphenyl]-6-(1-methylbenz-imidazol-5-yl)-8,9-dihydro-7H-benzo[7]annulen-2-ol